[Br-].C(CCC)[N+]1(CC2=C(C3=C(C1)C(=CC1=CC=CC=C13)C1=CC(=C(C(=C1)F)F)F)C=1C=CC=CC1C=C2C2=CC(=C(C(=C2)F)F)F)CCCC 4,4-dibutyl-2,6-bis(3,4,5-trifluorophenyl)-4,5-dihydro-3H-dinaphtho[2,1-c:1',2'-e]azepinium bromide